NC1=C(C=C2C(=N1)N(N=C2)C2=NC=C(C(=O)NCCC1CC1)C(=C2)NC2COC2)C#N 6-(6-amino-5-cyano-1H-pyrazolo[3,4-b]pyridin-1-yl)-N-(2-cyclopropylethyl)-4-(oxetan-3-ylamino)nicotinamide